FC=1C=2N(C=C(C1)C=1C=CC=3N=C(NC(C3N1)=O)C1(CCNCC1)F)C=C(N2)C 6-(8-fluoro-2-methylimidazo[1,2-a]pyridin-6-yl)-2-(4-fluoropiperidin-4-yl)pyrido[3,2-d]pyrimidin-4(3H)-one